N-(3-pyridinylmethyl)-N'-(2-pyridinylmethyl)-N-(6,7,8,9-tetrahydro-5H-cyclohepta[b]pyridin-9-yl)-1,4-benzenedimethanamine N1=CC(=CC=C1)CN(CC1=CC=C(C=C1)CNCC1=NC=CC=C1)C1CCCCC=2C1=NC=CC2